C(#N)C(=C1C=C(OC(=C1)C)C=CC1=CC=C(C=C1)N(C)C)C#N 4-(dicyanomethylene)-2-(p-dimethylaminostyryl)-6-methyl-4H-pyran